CN(C(OC(C)(C)C)=O)C1(CCC(CC1)=O)C tert-butyl N-methyl-N-(1-methyl-4-oxo-cyclohexyl)carbamate